N1=CC=C(C2=CN=CC=C12)C(=O)N [1,6]Naphthyridine-4-carboxamide